C(N)(OC(C(=O)N(C)OC)C)=O 1-(methoxy (methyl) amino)-1-oxopropan-2-yl carbamate